2-Chloro-N-methyl-N-(1,2,3,4-tetrahydronaphthalen-2-yl)-6-((2,4,4-trimethylpentan-2-yl)amino)pyrimidine-4-carboxamide ClC1=NC(=CC(=N1)C(=O)N(C1CC2=CC=CC=C2CC1)C)NC(C)(CC(C)(C)C)C